O1COC2=C1C=CC(=C2)C=CC(=O)N(C)C 3-(benzo[d][1,3]dioxol-5-yl)-N,N-dimethylacrylamide